(R)-4-amino-N-(1-(pyrimidin-2-yl)ethyl)-N-((5-(trifluoromethyl)pyridin-2-yl)methyl)-[1,2,4]triazolo[4,3-a]quinoxaline-8-carboxamide NC=1C=2N(C3=CC(=CC=C3N1)C(=O)N(CC1=NC=C(C=C1)C(F)(F)F)[C@H](C)C1=NC=CC=N1)C=NN2